NC1=NC=NC=2N(C3=CC(=C(C=C3C21)C)F)CC(=O)N2C1CC1CC2C(=O)NC2=NC(=CC=C2)Br 2-(2-(4-amino-7-fluoro-6-methyl-9H-pyrimido[4,5-b]indol-9-yl)acetyl)-N-(6-bromopyridin-2-yl)-2-azabicyclo[3.1.0]hexane-3-carboxamide